FC1=C(CC=2SC=CC2C(=O)N(CC)CC)C(=CC(=C1)F)OCOCC[Si](C)(C)C 2-(2,4-difluoro-6-((2-(trimethylsilyl)ethoxy)methoxy)benzyl)-N,N-diethylthiophene-3-carboxamide